(R)-3-hydroxy-6-methylheptanoic acid O[C@@H](CC(=O)O)CCC(C)C